S(=O)(=O)(OC(C(C(F)(F)F)(F)F)(F)F)[O-] heptafluoropropyl sulfate